C(C)N1C(=NC=2C1=NC(=CN2)SC=2C(=NC=CC2)C(F)(F)F)N2CCC(CC2)(N)C 1-(1-Ethyl-6-[(2-(trifluoromethyl)pyridin-3-yl)thio]-1H-imidazo[4,5-b]pyrazin-2-yl)-4-methylpiperidin-4-amine